NC=1C2=C(N=CN1)N1C(=C2C2=CC(=C(C=C2)OC2=NC(=CC=C2)C)F)N(CC1)C1=CC(=NC=C1)NC(CCS(=O)(=O)C1=CC=CC=C1)=O N-(4-(4-amino-5-(3-fluoro-4-((6-methylpyridin-2-yl)oxy)phenyl)-7,8-dihydro-6H-imidazo[1',2':1,5]pyrrolo[2,3-d]pyrimidin-6-yl)pyridin-2-yl)-3-(phenylsulfonyl)propionamide